FC(N1N=CC=C1C(=O)N1[C@@H](C2=C(CC1)NC=N2)C2=NN1C(C=CC(=C1)F)=C2)F (S)-(1-(difluoromethyl)-1H-pyrazol-5-yl)(4-(6-fluoropyrazolo[1,5-a]pyridin-2-yl)-6,7-dihydro-1H-imidazo[4,5-c]pyridin-5(4H)-yl)methanone